C(C)C1=CC=C(C=C1)C1=NN=C(C2=CC=CC=C12)NCC1=CC=C(C=C1)OC 4-(4-ethylphenyl)-N-(4-methoxybenzyl)phthalazin-1-amine